tetrahydro-1H-pyrrole N1CCCC1